NC1=C(O)C(=CC(=C1)O)N 2,6-diaminohydroquinone